COC12CCC(CC1)(CC2)CO [4-methoxybicyclo[2.2.2]octan-1-yl]methanol